C(C(C)C)[C@H]1C(N(CCN1)[C@H](C(=O)N1CCC(CC1)COC1=C(C#N)C=CC=C1)CC(C)C)=O o-[(1-{(S)-2-[(S)-3-Isobutyl-2-oxo-1-piperazinyl]-4-methylvaleryl}-4-piperidyl)meth-oxy]benzonitrile